(R)-3-((S)-((2-(6-methylpyridin-3-yl)ethyl)amino)(phenyl)methyl)-1,2,3,4-tetrahydroquinoline-5-carbonitrile CC1=CC=C(C=N1)CCN[C@@H]([C@H]1CNC=2C=CC=C(C2C1)C#N)C1=CC=CC=C1